CC=1C=CC=C2NCCN(C12)C(=O)[O-] 8-methyl-2,3-dihydroquinoxaline-1-carboxylate